tert-butyl (4-(3-((5-(((5-(tert-butyl)oxazol-2-yl)methyl)thio)thiazol-2-yl)amino)piperidine-1-carbonyl)phenyl)carbamate C(C)(C)(C)C1=CN=C(O1)CSC1=CN=C(S1)NC1CN(CCC1)C(=O)C1=CC=C(C=C1)NC(OC(C)(C)C)=O